ClC(OC1=CC=C(C=C1)NC1=C(C(=O)NN)C=CC=N1)(F)F 2-((4-(chlorodifluoromethoxy)phenyl)amino)nicotinohydrazide